tert-butyl 2-benzyl-4-(1-methyl-1H-pyrazol-3-yl)-5,7-dihydro-6H-pyrrolo[3,4-d]pyrimidine-6-carboxylate C(C1=CC=CC=C1)C=1N=C(C2=C(N1)CN(C2)C(=O)OC(C)(C)C)C2=NN(C=C2)C